COC1=NC=CC(=C1)CN(C1CN(CCC1)C(=O)OC(C)(C)C)CC1=CN(C2=CC=CC=C2C1=O)C tert-butyl 3-{[(2-methoxypyridin-4-yl)methyl][(1-methyl-4-oxo-1,4-dihydroquinolin-3-yl)methyl]amino}piperidine-1-carboxylate